IC1=CC(=CC2=C1C=1C=CC3=C(C=CC=4C5=C(C=C(C6=CC=C2C(C1C34)=C65)I)C6=CC=CC=C6)C6=CC=CC=C6)C6=CC=CC=C6 1,7-diiodo-3,9,12-triphenylnaphtho[1,2,3,4-ghi]perylene